O=C1NC(CCC1N1C(C2=CC=CC(=C2C1)NC1CCC(CC1)NC(OC(C)(C)C)=O)=O)=O tert-butyl ((1R,4R)-4-((2-(2,6-dioxopiperidin-3-yl)-1-oxoisoindolin-4-yl)amino) cyclohexyl)carbamate